C(C)(=O)C1=NN(C2=CC=C(C=C12)C=1C=NC(=[N+](C1)[O-])C)CC(=O)N1[C@@H](C[C@H](C1)F)C(NC1=[N+](C(=CC=C1)Br)[O-])=O 5-(3-acetyl-1-(2-((2S,4R)-2-((6-bromo-1-oxidopyridin-2-yl)carbamoyl)-4-fluoropyrrolidin-1-yl)-2-oxoethyl)-1H-indazol-5-yl)-2-methylpyrimidine 1-oxide